3,9-diazaspiro[5.5]undecan C1CNCCC12CCNCC2